10-hydroxy-2-(4-(1-hydroxyethyl)phenyl)-7,7-dimethyl-5,12b-dihydro-1H,7H-chromeno[4,3-c][1,2,4]triazolo[1,2-a]pyridazine-1,3(2H)-dione OC=1C=CC2=C(C1)OC(C=1C2N2N(CC1)C(N(C2=O)C2=CC=C(C=C2)C(C)O)=O)(C)C